S1C(=CC=C1C=O)C=1SC=CC1 2,2'-bithiophene-5-al